ClC1=C(C=C(C=C1)[C@@H](NC(=O)N1[C@@H](C(NCC1)=O)C)C1=NC(=C(C=C1)F)C(F)(F)F)C#N |o1:7| (2R)-N-((R or S)-(4-chloro-3-cyano-phenyl)(5-fluoro-6-(trifluoromethyl)pyridin-2-yl)methyl)-2-methyl-3-oxopiperazine-1-carboxamide